C1(CC1)C=1C(=CC=C2N=CC(=NC12)C=1C=NN(C1)CC1CC(C1)(F)F)OC=1C=CC2=C(NC(=N2)C)C1 8-cyclopropyl-2-(1-((3,3-difluorocyclobutyl)methyl)-1H-pyrazol-4-yl)-7-((2-methyl-1H-benzo[d]imidazol-6-yl)oxy)quinoxaline